ClC1=CC=C2C(=N1)N=C(O2)N2CCN(CC2)C(=O)C2=CC=C(C=C2)C2=NC(=NO2)CC(C)(C)C [4-(5-chlorooxazolo[4,5-b]pyridin-2-yl)piperazin-1-yl]-[4-[3-(2,2-dimethylpropyl)-1,2,4-oxadiazol-5-yl]phenyl]methanone